(E)-N-(2-butoxyphenyl)-3-(2,3-dihydrobenzo[b][1,4]dioxin-6-yl)acrylamide C(CCC)OC1=C(C=CC=C1)NC(\C=C\C1=CC2=C(OCCO2)C=C1)=O